ethyl 2-(5-(2-(dimethylamino)ethyl)-4-methyl-2-oxopyridin-1(2H)-yl)-5-methylhexanoate CN(CCC=1C(=CC(N(C1)C(C(=O)OCC)CCC(C)C)=O)C)C